methyl 2-chloro-3-methoxycarbonylbicyclo[1.1.1]pentane-1-carboxylate ClC1C2(CC1(C2)C(=O)OC)C(=O)OC